3,4-dihydro-2H-Pyran-2-propanoic chloride O1C(CCC=C1)CCC(=O)Cl